bis(3-(trimethoxysilyl)propyl)propane-1,3-diaminium iodide [I-].CO[Si](CCCC(C[NH3+])(C[NH3+])CCC[Si](OC)(OC)OC)(OC)OC.[I-]